(1r,5s,6r)-3-(6-((2-amino-3-chloropyridin-4-yl)thio)pyrido[2,3-b]pyrazin-2-yl)-3-azabicyclo[3.1.1]heptane-6-amine NC1=NC=CC(=C1Cl)SC=1C=CC=2C(=NC=C(N2)N2C[C@@H]3C([C@H](C2)C3)N)N1